5-bromo-1,2-dimethyl-1H-indole-3-carbaldehyde BrC=1C=C2C(=C(N(C2=CC1)C)C)C=O